1,2-di(4-pyridyl)vinyl-pyridine N1=CC=C(C=C1)C(=CC1=CC=NC=C1)C1=NC=CC=C1